FCC(C[C@H](N)C(=O)O)C 5-fluoro-l-leucine